N-(4-chloro-3-fluorophenyl)-2-((7-(trifluoromethyl)-[1,2,4]triazolo[1,5-c]pyrimidin-2-yl)thio)acetamide ClC1=C(C=C(C=C1)NC(CSC1=NN2C=NC(=CC2=N1)C(F)(F)F)=O)F